C(CCCCCCC=CC)CC(=O)[O-] 8-decene-1-ylacetate